C(CCCCCCCCCCCCCCC)SCCNC(CCNC([C@@H](C(COP(OP(OC[C@@H]1[C@H]([C@H]([C@@H](O1)N1C=NC=2C(N)=NC=NC12)O)OP(=O)(O)O)(=O)O)(=O)O)(C)C)O)=O)=O hexadecyl-coenzyme A